2-((6-bromo-4-methyl-2-(methylamino)pyrido[2,3-d]pyrimidin-7-yl)amino)ethan-1-ol (S)-quinuclidin-3-yl-(6-(2-(trifluoromethoxy)phenyl)chroman-4-yl)carbamate N12CC(C(CC1)CC2)N(C(=O)OCCNC=2C(=CC1=C(N=C(N=C1C)NC)N2)Br)[C@H]2CCOC1=CC=C(C=C21)C2=C(C=CC=C2)OC(F)(F)F